N1(CCOCC1)C=1C=C(C(=O)O)C=CN1 2-Morpholin-4-yl-isonicotinic acid